tert-butyl 4-(2-fluorobenzoyl)-4-hydroxypiperidine-1-carboxylate FC1=C(C(=O)C2(CCN(CC2)C(=O)OC(C)(C)C)O)C=CC=C1